BrC=1C=C(C=C2C(N(C(S2)=NN=C2C(NC3=CC=C(C=C23)Br)=O)C2=C(C=C(C=C2)C)C)=O)C=CC1 3-(2-(5-(3-bromobenzylidene)-3-(2,4-dimethylphenyl)-4-oxothiazolidine-2-ylidene)hydrazono)-5-bromo-1H-indol-2-one